FC=1C=C(C=CC1F)C=1C=C(C=NC1)OC1=CC(=CC(=N1)S(=O)(=O)N)OC1CCN(CC1)S(=O)(=O)C 6-((5-(3,4-difluorophenyl)pyridin-3-yl)oxy)-4-((1-(methyl-sulfonyl)piperidin-4-yl)oxy)pyridine-2-sulfonamide